5-(4-(1,3-Dioxolan-2-yl)piperidin-1-yl)-N-(2,6-dioxopiperidin-3-yl)pyridinecarboxamide O1C(OCC1)C1CCN(CC1)C=1C=CC(=NC1)C(=O)NC1C(NC(CC1)=O)=O